COC=1C=C2C(=NC(=NC2=CC1O)NC1=CC=C(C=C1)OC)C(F)(F)F 6-methoxy-7-hydroxy-N-(4-methoxyphenyl)-4-trifluoromethylquinazolin-2-amine